2-[2-(aminomethyl)-3,3-difluoro-allyl]-4-[3-methyl-5-(3-methylsulfonylphenyl)-2-pyridinyl]-1,2,4-triazol-3-one NCC(CN1N=CN(C1=O)C1=NC=C(C=C1C)C1=CC(=CC=C1)S(=O)(=O)C)=C(F)F